5-(1-methyl-1H-pyrazol-3-yl)-2-(3-{3-[(propan-2-yl)amino]pyrrolidin-1-yl}-1,2,4-triazin-6-yl)phenol CN1N=C(C=C1)C=1C=CC(=C(C1)O)C1=CN=C(N=N1)N1CC(CC1)NC(C)C